3-methoxy-N-[5-(2-methoxyethoxymethyl)-2-phenyl-1H-indol-7-yl]propanamide COCCC(=O)NC=1C=C(C=C2C=C(NC12)C1=CC=CC=C1)COCCOC